4-(4-((6-((7-(1H-pyrazol-1-yl)quinolin-4-yl)thio)hexyl)amino)phenyl)piperazine-1-carboxylic acid tert-butyl ester C(C)(C)(C)OC(=O)N1CCN(CC1)C1=CC=C(C=C1)NCCCCCCSC1=CC=NC2=CC(=CC=C12)N1N=CC=C1